N-(4-((1-(3-chloro-4-(2-chloroethoxy)-5-cyanobenzoyl)piperidin-4-yl)oxy)pyrimidin-2-yl)methanesulfonamide Pyridinium hydrobromide Br.[NH+]1=CC=CC=C1.ClC=1C=C(C(=O)N2CCC(CC2)OC2=NC(=NC=C2)NS(=O)(=O)C)C=C(C1OCCCl)C#N